NC1=NC(=C(C(=N1)N1CCCCC1)C=O)N1CCCCC1 2-AMINO-4,6-DIPIPERIDINO-5-PYRIMIDINECARBALDEHYDE